2-amino-6-(3-chlorobenzylamino)purine (3S,4R,5S,6R)-6-(acetoxymethyl)-3-(cyclobutanecarboxamido)tetrahydro-2H-pyran-2,4,5-triyl-triacetate C(C)(=O)OC[C@H]1[C@H]([C@H]([C@@H](C(O1)CC(=O)O)NC(=O)C1CCC1)CC(=O)O)CC(=O)O.NC1=NC(=C2NC=NC2=N1)NCC1=CC(=CC=C1)Cl